C1(=CC=C(C=C1)O)C.[Na] Sodium p-Toluol